FC1=CC=C(C2=C1OC(O2)(C)C)C(C)O 1-(7-fluoro-2,2-dimethylbenzo[d][1,3]dioxol-4-yl)ethan-1-ol